BrC1=C(C(=NC(=C1N1C2=CC=CC=C2C=2C=CC=CC12)N1C2=CC=CC=C2C=2C=CC=CC12)N1C2=CC=CC=C2C=2C=CC=CC12)N1C2=CC=CC=C2C=2C=CC=CC12 9,9',9'',9'''-(4-bromopyridine-2,3,5,6-tetrayl)tetrakis(9H-carbazole)